1-[2-[3-(2-Fluoroethyl)azetidin-1-yl]-2-oxo-ethyl]-6-[3-(trifluoromethyl)phenyl]-3H-imidazo[4,5-b]pyridin-2-one FCCC1CN(C1)C(CN1C(NC2=NC=C(C=C21)C2=CC(=CC=C2)C(F)(F)F)=O)=O